ClC=1N=CC2=C(N1)SC(=C2)I 2-chloro-6-iodothieno[2,3-d]pyrimidine